rel-8-((3R,5S)-3-((difluoromethoxy)methyl)-5-methylpiperazin-1-yl)-3-(5-(difluoromethyl)-1,3,4-thiadiazol-2-yl)-N-(1-methylcyclopropyl)imidazo[1,2-a]pyridine-6-sulfonamide FC(OC[C@H]1CN(C[C@@H](N1)C)C=1C=2N(C=C(C1)S(=O)(=O)NC1(CC1)C)C(=CN2)C=2SC(=NN2)C(F)F)F |o1:4,8|